C1(=CC=CC=C1)CCNC1=CC=2C(=COC2)C=C1 5-[(2-phenylethyl)amino]-2-benzofuran